11'-chloro-1',5',8',12'-tetraazaspiro[cyclopropane-1,3'-tricyclo[7.3.0.02,6]dodecane] ClC1CC2NCC3NCC4(C3N2N1)CC4